(3-((5-fluoro-2-(3-(hydroxymethyl)-1-methyl-1H-pyrazol-5-yl)pyridin-4-yl)oxy)azetidin-1-yl)methanone FC=1C(=CC(=NC1)C1=CC(=NN1C)CO)OC1CN(C1)C=O